ClC1=C(C(=CC=2N(C(=NC21)C)C)C)C2=CC=CN1C(=CC(=C21)C#C)C(=O)C2=CC(=C(C(=C2)F)NC(\C=C\CNC2CCC(CC2)OC)=O)F (E)-N-(4-(8-(4-chloro-1,2,6-trimethyl-1H-benzo[d]imidazol-5-yl)-1-ethynylindolizine-3-carbonyl)-2,6-difluorophenyl)-4-(((1r,4r)-4-methoxycyclohexyl)amino)but-2-enamide